N,N-diethyl-7-propyl-6,6a,8,9-tetrahydro-4H-indolo[4,3-fg]quinoline-9-carboxamide C(C)N(C(=O)C1CN(C2CC=3C4=C(C2=C1)C=CC=C4NC3)CCC)CC